FC(C1=NN=C(O1)C1=CC(N(C=C1)CC(=O)NC1=CC=CC=C1)=O)F 2-(4-(5-(difluoromethyl)-1,3,4-oxadiazol-2-yl)-2-oxopyridin-1(2H)-yl)-N-phenylacetamide